N-(2-((1R,4R)-2-oxa-5-azabicyclo[2.2.1]heptan-5-yl)-4-methoxy-5-((6-((R)-3-(3-(trifluoromethyl)phenyl)isooxazolidin-2-yl)pyrimidin-4-yl)amino)phenyl)acrylamide [C@H]12OC[C@H](N(C1)C1=C(C=C(C(=C1)OC)NC1=NC=NC(=C1)N1OCC[C@@H]1C1=CC(=CC=C1)C(F)(F)F)NC(C=C)=O)C2